ClC=1C=NC(=NC1)N[C@H]1CN(CC1)C(=O)C1=CC=C(C=C1)NC(C=C)=O (R)-N-(4-(3-((5-chloropyrimidin-2-yl)amino)pyrrolidine-1-carbonyl)phenyl)acrylamide